(1R,3R)-2-(bicyclo[1.1.1]pentan-1-yl)-1-(4-((1-(3-fluoropropyl)azetidin-3-yl)oxy)phenyl)-3-methyl-2,3,4,9-tetrahydro-1H-pyrido[3,4-b]indole C12(CC(C1)C2)N2[C@@H](C=1NC3=CC=CC=C3C1C[C@H]2C)C2=CC=C(C=C2)OC2CN(C2)CCCF